CN(C1=CC=C(N=N1)C1=NC=C(C=C1O)C=1OC=CN1)C1CC(NC(C1)(C)C)(C)C 2-{6-[methyl(2,2,6,6-tetramethylpiperidin-4-yl)amino]pyridazin-3-yl}-5-(1,3-oxazol-2-yl)pyridin-3-ol